[Fe].[Sc] Scandium-Iron